ethyl 2-(3-bromo-4-fluorobenzenesulfonyl)-2-methylpropanoate BrC=1C=C(C=CC1F)S(=O)(=O)C(C(=O)OCC)(C)C